COC=1C=C(C=C(C1C(C)C)OC)CCC1=CC=CC=C1 1-(3,5-dimethoxy-4-isopropylphenyl)-2-phenylethane